methylenebis[6-(α-methylbenzyl)-4-nonylphenol] C(C1=C(C(=CC(=C1)CCCCCCCCC)C(C1=CC=CC=C1)C)O)C1=C(C(=CC(=C1)CCCCCCCCC)C(C1=CC=CC=C1)C)O